ethyl 3-(2-(tert-butyldisulfanyl)-2-(2-hydroxyethoxy)ethoxy)benzoate C(C)(C)(C)SSC(COC=1C=C(C(=O)OCC)C=CC1)OCCO